2-(4-tetradecanamidophenyl)acetyl chloride C(CCCCCCCCCCCCC)(=O)NC1=CC=C(C=C1)CC(=O)Cl